N-((S)-1-(((S)-1-amino-1-oxo-3-((S)-2-oxopyrrolidin-3-yl)propan-2-yl)amino)-4-fluoro-4-methyl-1-oxopentan-2-yl)-4-methoxy-1H-indole-2-carboxamide NC([C@H](C[C@H]1C(NCC1)=O)NC([C@H](CC(C)(C)F)NC(=O)C=1NC2=CC=CC(=C2C1)OC)=O)=O